C(C)OCCCCCOCC(=O)O 2-(5-Ethoxypentyloxy)acetic acid